ClC1=C(C=C(C(=O)N2CC=3N=C(N(C(C3C[C@H]2C)=O)C2=CC(=NC=C2)C(=O)NC)NC(C)C)C=C1)C(F)(F)F (R)-4-(7-(4-Chloro-3-(trifluoromethyl)benzoyl)-2-(isopropylamino)-6-methyl-4-oxo-5,6,7,8-tetrahydropyrido[3,4-d]pyrimidin-3(4H)-yl)-N-methylpicolinamide